1-Bromonaphthol BrC1(CC=CC2=CC=CC=C12)O